4-(4-chloroquinolin-7-yl)-3-fluoro-N,N-dimethylbenzamide ClC1=CC=NC2=CC(=CC=C12)C1=C(C=C(C(=O)N(C)C)C=C1)F